N=C(CCNC(=O)C1=CC(=CN1C)NC(=O)C=1N(C=CC1)C)NOC N-(5-((3-imino-3-(methoxyamino)propyl)carbamoyl)-1-methyl-1H-pyrrol-3-yl)-1-methyl-1H-pyrrole-2-carboxamide